(4-bromo-2,5-dimethylphenoxy)-2,2-dimethylpentanoic acid isobutyl ester C(C(C)C)OC(C(C(CC)OC1=C(C=C(C(=C1)C)Br)C)(C)C)=O